NCC1=CC=C2N=C(C(=NC2=C1)C1=CC=C(C#N)C=C1)C1=CC=C(C=C1)F 4-(7-(Aminomethyl)-3-(4-fluorophenyl)quinoxalin-2-yl)benzonitrile